FC1=CC=C(C=C1)N1CC=NC2=CC=CC=C12 4-(4-fluorophenyl)-3,4-dihydroquinoxaline